N'-trityl-1,3,5-triaminobenzene C(C1=CC=CC=C1)(C1=CC=CC=C1)(C1=CC=CC=C1)NC=1C=C(C=C(C1)N)N